(2-methylimidazo[1,2-b]pyridazin-6-yl)-7-(4-methylpiperazin-1-yl)pyrido[1,2-a]pyrimidin-4-one CC=1N=C2N(N=C(C=C2)C=2N=C3N(C(C2)=O)C=C(C=C3)N3CCN(CC3)C)C1